COC1=CC(=CC(=C1OC)O)O[C@H]2[C@@H]([C@H]([C@@H]([C@H](O2)COC(=O)C3=CC(=C(C=C3)O)OC)O)O)O The molecule is a beta-D-glucoside compound having 4,5-dimethoxybenzene-1,3-diol as the anomeric substituent and 4-hydroxy-3-methoxybenzoic acid as the substituent at position 6. It has been isolated from the stems of Gordonia chrysandra and exhibits inhibitory effect on nitric oxide production. It has a role as a metabolite, an anti-inflammatory agent and a plant metabolite. It is a beta-D-glucoside, a benzoate ester, a dimethoxybenzene, a monosaccharide derivative and a member of phenols.